N-(7,7-difluoro-bicyclo[4.1.0]hept-2-yl)-7-methoxy-2-(tetrahydro-2H-pyran-4-yl)imidazo[1,2-a]pyridine-6-carboxamide FC1(C2CCCC(C12)NC(=O)C=1C(=CC=2N(C1)C=C(N2)C2CCOCC2)OC)F